pentadecane-1,4,7,10,13-pentamine C(CCC(CCC(CCC(CCC(CC)N)N)N)N)N